C(C1=CC=CC=C1)NC1CCCC=2C=CC=NC12 N-benzyl-5,6,7,8-tetrahydroquinolin-8-amine